O=C1NCCC1C(=O)O 2-oxopyrrolidine-3-carboxylic acid